4-[2-[4-[5-methyl-1-[6-(trifluoromethyl)-2-naphthyl]pyrazol-3-yl]piperazin-1-yl]ethyl]morpholine CC1=CC(=NN1C1=CC2=CC=C(C=C2C=C1)C(F)(F)F)N1CCN(CC1)CCN1CCOCC1